C(C)(C)(C)OC(=O)N1C[C@@H](N(CC1)C=1C2=C(N=CN1)N(C=C2N2CCCC2)C2=CC(=CC(=C2)C#N)Cl)C (S)-4-(7-(3-chloro-5-cyanophenyl)-5-(pyrrolidin-1-yl)-7H-pyrrolo[2,3-d]pyrimidin-4-yl)-3-methylpiperazine-1-carboxylic acid tert-butyl ester